5-methyl-3-phenyl-1-(4-vinylbenzyl)-1H-1,2,4-triazole CC1=NC(=NN1CC1=CC=C(C=C1)C=C)C1=CC=CC=C1